O1[C@H](C1)CNC(OC(C)(C)C)=O tert-butyl (S)-(oxiran-2-ylmethyl)carbamate